NN1C(N(C(C(=C1)C(C)=NOC(C)C)=O)CCC(C)C)=O 1-(3-amino-5-(1-(isopropoxyimino)ethyl)-2,6-dioxo-3,6-dihydropyrimidin-1(2H)-yl)-3-methylbutan